CNCCCN N-methyl-1,3-diamino-propane